FC(C(F)(F)F)(O[Si](OC(C(F)(F)F)(F)F)(OC(C(F)(F)F)(F)F)C(C(F)(F)F)(F)F)C(C(C(C(C(C(F)(F)F)(F)F)(F)F)(F)F)(F)F)(F)F Perfluorohexylethyl-Triethoxysilane